4-formyl-4-methylpiperidin C(=O)C1(CCNCC1)C